5-amino-N,N-dimethyl-2-(trifluoromethyl)benzamide NC=1C=CC(=C(C(=O)N(C)C)C1)C(F)(F)F